(2S,3S,4R,5R)-5-(6-(benzylamino)-2-(4-(pyridin-3-yl)phenyl)-9H-purin-9-yl)-3,4-dihydroxyl-N-methyltetrahydrofuran-2-carboxamide C(C1=CC=CC=C1)NC1=C2N=CN(C2=NC(=N1)C1=CC=C(C=C1)C=1C=NC=CC1)[C@H]1[C@@H]([C@@H]([C@H](O1)C(=O)NC)O)O